tert-Butyl (2R,4R)-2-ethynyl-4-((4-nitrobenzoyl)oxy)pyrrolidine-1-carboxylate C(#C)[C@@H]1N(C[C@@H](C1)OC(C1=CC=C(C=C1)[N+](=O)[O-])=O)C(=O)OC(C)(C)C